N-(2-(2,6-dioxopiperidin-3-yl)-1-oxoisoindolin-5-yl)-2-isopropylbenzamide O=C1NC(CCC1N1C(C2=CC=C(C=C2C1)NC(C1=C(C=CC=C1)C(C)C)=O)=O)=O